(S)-8-(2-amino-6-((R)-1-(3',4'-difluoro-3-(3-methyl-1H-pyrazol-1-yl)-[1,1'-biphenyl]-4-yl)-2,2,2-trifluoroethoxy)pyrimidin-4-yl)-2,8-diazaspiro[4.5]decane-3-carboxylic acid NC1=NC(=CC(=N1)N1CCC2(C[C@H](NC2)C(=O)O)CC1)O[C@@H](C(F)(F)F)C1=C(C=C(C=C1)C1=CC(=C(C=C1)F)F)N1N=C(C=C1)C